4-(3-Benzyloxy-2,6-dimethyl-phenyl)-1-(3-fluoro-2-pyridyl)pyrrolo[2,3-b]pyridine-3,6-dicarbonitrile C(C1=CC=CC=C1)OC=1C(=C(C(=CC1)C)C1=C2C(=NC(=C1)C#N)N(C=C2C#N)C2=NC=CC=C2F)C